C(C1=CC=CC=C1)OC(=O)NCCCNC(CONC(OC(C)(C)C)=O)=O tert-butyl (2-((3-(((benzyloxy)carbonyl)amino)propyl)amino)-2-oxoethoxy)carbamate